[Ru](Cl)(Cl)Cl.C(=O)(O)C1(CC(=NC=C1)C1=NC=CC=C1)C(=O)O.C(=O)(O)C1(CC(=NC=C1)C1=NC=CC=C1)C(=O)O.C(=O)(O)C1(CC(=NC=C1)C1=NC=CC=C1)C(=O)O tri(4,4-dicarboxybipyridine) ruthenium chloride